methyl fluoropicolinate FC=1C(=NC=CC1)C(=O)OC